2,2'-Methylen-bis-(4-methyl-6-cyclohexylphenol) C(C1=C(C(=CC(=C1)C)C1CCCCC1)O)C1=C(C(=CC(=C1)C)C1CCCCC1)O